N-((3,3-difluoro-1-methylcyclobutyl)methyl)-4-((2-fluorophenyl)ethynyl)benzamide FC1(CC(C1)(C)CNC(C1=CC=C(C=C1)C#CC1=C(C=CC=C1)F)=O)F